[C@@H]1([C@@H](CC=CC1)C(=O)OCCCC)C(=O)OCCCC dibutyl trans-cyclohex-4-ene-1,2-dicarboxylate